COCCOC(CCSSCCC(OCCOC)=O)=O (3-(2-methoxyethoxy)-3-oxo-propyl) disulfide